C(C1=CC=CC=C1)OC(CC1(CN(CC1)C(=O)OC(C)(C)C)O)=O tert-butyl 3-(2-benzyloxy-2-oxo-ethyl)-3-hydroxy-pyrrolidine-1-carboxylate